methyl 7-bromo-2-methoxy-1,3-benzothiazole-4-carboxylate BrC=1C=CC(=C2N=C(SC21)OC)C(=O)OC